tert-butyl 3-(5-(trifluoromethyl)-1,2,4-oxadiazol-3-yl)-6,7-dihydrothieno[3,2-c]pyridine-5(4H)-carboxylate FC(C1=NC(=NO1)C1=CSC2=C1CN(CC2)C(=O)OC(C)(C)C)(F)F